C(CCCCCCCCCCCCCCCCC)(=O)[O-].C(CCCCCCCCCCCCCCCCC)(=O)[O-].C(CCCCCCCCCCCCCCCCC)(=O)[O-].[Al+3] Aluminum Tristearate